FC1=C(C(=C(C=C1OC)OC)F)N1C(N(C2=C(C1)C=NC(=C2)C=2C(=NN(C2)C)C)C2=CC=C(C#N)C=C2)=O 4-(3-(2,6-difluoro-3,5-dimethoxyphenyl)-7-(1,3-dimethyl-1H-pyrazol-4-yl)-2-oxo-3,4-dihydropyrido[4,3-d]pyrimidin-1(2H)-yl)benzonitrile